1-[(3R)-3-{[4-({3-methyl-4-[(1-methyl-1,3-benzodiazol-5-yl)oxy]phenyl}amino)quinazolin-6-yl]oxy}pyrrolidin-1-yl]prop-2-en-1-one CC=1C=C(C=CC1OC1=CC2=C(N(C=N2)C)C=C1)NC1=NC=NC2=CC=C(C=C12)O[C@H]1CN(CC1)C(C=C)=O